BrCC1=C(C(=O)OC)C=CC(=C1)C#N methyl 2-(bromomethyl)-4-cyanobenzoate